methyl 2-chloro-3-vinylisonicotinate ClC=1C(=C(C(=O)OC)C=CN1)C=C